2,6-dimethyl-tetrahydropyran CC1OC(CCC1)C